ClC1=C(C(=O)NCCC2=CC=NC=C2)C=CC(=C1)NC=1C=2N(C=CN1)C(=CN2)C2=C(C(=C(C=C2)OCC#N)Cl)F 2-chloro-4-[[3-[3-chloro-4-(cyanomethoxy)-2-fluorophenyl]imidazo[1,2-a]pyrazin-8-yl]amino]-N-[2-(4-pyridyl)ethyl]benzamide